C(C)(C)(C)OC(=O)N1C[C@H]([C@H](CC1)[C@H](C)N[S@@](=O)C(C)(C)C)C (3S,4S)-3-methyl-4-[(1S)-1-{[(S)-2-methylpropan-2-sulfinyl]amino}ethyl]piperidine-1-carboxylic acid tert-butyl ester